CN1C(N(C2=C1C=C(C=C2)N2CCNCC2)C2C(NC(CC2)=O)=O)=O 3-(3-methyl-2-oxo-5-piperazin-1-yl-benzimidazol-1-yl)piperidine-2,6-dione